Phosphoniosulfonate [PH3+]S(=O)(=O)[O-]